n-(3-dimethylaminopropyl)-n'-ethylcarbodiimide hydrochloride CCN=C=NCCCN(C)C.Cl